CC1=C(C(=NS1)C1COC1)C1CCN(CC1)C(=O)OC(C)(C)C tert-Butyl 4-(5-methyl-3-(oxetan-3-yl)isothiazol-4-yl)piperidine-1-carboxylate